3,3,5,5-tetramethyl-hexanoic acid CC(CC(=O)O)(CC(C)(C)C)C